2-(2-triethoxysilyl-1-ethyl)-5-thioacetyl-norbornene C(C)O[Si](CCC=1C2CC(C(C1)C2)C(C)=S)(OCC)OCC